C(C)(C)(C)OC(N(CC1=C(C=CC2=C1CCO2)F)C2=NC=C(C1=CC(=NC=C21)OC)C(C)=O)=O.COC2=C(C(=O)NCCC)C=CC(=C2)C(=O)NCCC methoxy-N,N'-dipropyl-terephthalamide tert-butyl-(4-acetyl-6-methoxy-2,7-naphthyridin-1-yl)((5-fluoro-2,3-dihydrobenzofuran-4-yl)methyl)carbamate